FCC(C)(C)NC(=O)C1=C(OC=2N=CN=C(C21)NC2(CC2)C)C N-(1-fluoro-2-methylpropan-2-yl)-6-methyl-4-[(1-methylcyclopropyl)amino]furo[2,3-d]pyrimidine-5-carboxamide